3-((7-(2-Aminopyridin-4-yl)-4-oxoquinazolin-3(4H)-yl)methyl)-N-(2-(pyridin-2-yl)ethyl)benzamide NC1=NC=CC(=C1)C1=CC=C2C(N(C=NC2=C1)CC=1C=C(C(=O)NCCC2=NC=CC=C2)C=CC1)=O